C1(CC1)C1=C(C=C(CC2CC3(CN(C3)C(=O)C3CC(C3)(C)O)C2)C=C1)C (6-(4-cyclopropyl-3-methylbenzyl)-2-azaspiro[3.3]hept-2-yl)((1s,3s)-3-hydroxy-3-methylcyclobutyl)methanone